9,9-bis[4-(4-amino-2-trifluoromethylphenoxy)-3-phenylphenyl]fluorene NC1=CC(=C(OC2=C(C=C(C=C2)C2(C3=CC=CC=C3C=3C=CC=CC23)C2=CC(=C(C=C2)OC2=C(C=C(C=C2)N)C(F)(F)F)C2=CC=CC=C2)C2=CC=CC=C2)C=C1)C(F)(F)F